Cl.COC1=NC=NC(=C1)O[C@H]1CN[C@H](C1)C 4-Methoxy-6-(((3r,5s)-5-methylpyrrolidin-3-yl)oxy)pyrimidine hydrochloride